3-Methoxy-4-methylpyridine COC=1C=NC=CC1C